1,4-dioxaneacetonitrile O1C(COCC1)CC#N